C(C)(C)(C)C1=NOC(=N1)C(=O)N[C@@H]1CCCCC2=C1C=CC(=C2)C2=CC(=NC=C2)NC(=O)[C@H]2[C@H](C2)C(F)(F)F 3-(tert-butyl)-N-((R)-2-(2-((1R,2S)-2-(trifluoromethyl)cyclopropane-1-carboxamido)pyridin-4-yl)-6,7,8,9-tetrahydro-5H-benzo[7]annulen-5-yl)-1,2,4-oxadiazole-5-carboxamide